C(#N)C[C@@H]1N(CCN(C1)C1=NC=NC2=CC(=C3C(=C12)OCCC3)C3=C1C=NNC1=CC=C3C)C(=O)OC(C)(C)C tert-butyl (2S)-2-(cyanomethyl)-4-(5-(5-methyl-1H-indazol-4-yl)-3,4-dihydro-2H-pyrano[2,3-f]quinazolin-10-yl)piperazine-1-carboxylate